FC1=NC(=C(C(=C1)F)Cl)F 2,4,6-trifluoro-5-chloropyridine